3-(5-Chloro-3-methyl-pyrazin-2-yl)sulfanyl-1,4-dimethyl-indole ClC=1N=C(C(=NC1)SC1=CN(C2=CC=CC(=C12)C)C)C